1,7-disilylheptane [SiH3]CCCCCCC[SiH3]